(2-chlorophenyl)(4-((1-(4-methoxybenzyl)-5-methyl-4-nitro-1H-pyrazol-3-yl)amino)-6-morpholinopyridin-3-yl)methanone ClC1=C(C=CC=C1)C(=O)C=1C=NC(=CC1NC1=NN(C(=C1[N+](=O)[O-])C)CC1=CC=C(C=C1)OC)N1CCOCC1